N-BOC-azetidinone C(=O)(OC(C)(C)C)N1C(CC1)=O